CO[Si](C(CC)Cl)(OC)OC trimethoxy(1-chloropropyl)silane